NC=1SC=C(N1)C1=CC=CC=C1 4-(2-aminothiazol-4-yl)benzene